N(=C=O)C1=CC(=C(C#N)C=C1)C(F)(F)F 4-isocyanato-2-(trifluoromethyl)benzonitrile